4-amino-7-fluoro-N-methyl-N-((5R)-2-(trifluoromethyl)-6,7-dihydro-5H-cyclopenta[b]pyridin-5-yl)-1,3-dihydrofuro-[3,4-c]-quinoline-8-carboxamide NC1=NC=2C=C(C(=CC2C2=C1COC2)C(=O)N([C@@H]2CCC1=NC(=CC=C12)C(F)(F)F)C)F